CN(C=1C=NNC1NC(OC(C)(C)C)=O)C tert-Butyl N-[4-(dimethylamino)-1H-pyrazol-5-yl]carbamate